3-oxo-3,4-dihydro-2H-benzo[b][1,4]thiazine-6-carboxylic acid methyl ester COC(=O)C1=CC2=C(SCC(N2)=O)C=C1